CCC1=C(C=CCCCC)C=CC=C1 o-2-ethylbutyl-styrene